N-(2-chloro-4-methylphenyl)-8-methyl-2-(4-methylbenzyl)-4,5-dihydro-2H-furo[2,3-g]indazole-7-carboxamide ClC1=C(C=CC(=C1)C)NC(=O)C1=C(C2=C(CCC3=CN(N=C23)CC2=CC=C(C=C2)C)O1)C